3-nitro-4-(4-(thiophen-2-ylmethyl)piperazin-1-yl)benzonitrile [N+](=O)([O-])C=1C=C(C#N)C=CC1N1CCN(CC1)CC=1SC=CC1